2-(azetidin-1-ylmethyl)-3-methylbutyric acid ethyl ester C(C)OC(C(C(C)C)CN1CCC1)=O